pentanetetraol triacrylate C(C=C)(=O)O.C(C=C)(=O)O.C(C=C)(=O)O.C(C(CCC)O)(O)(O)O